phenanthrendicarboxylic acid C=1(C(=CC=C2C3=CC=CC=C3C=CC12)C(=O)O)C(=O)O